(S)-(5-chlorothiazol-2-yl)(4-(5-methylbenzo[d]oxazol-2-yl)-6,7-dihydro-1H-imidazo[4,5-c]pyridin-5(4H)-yl)methanone ClC1=CN=C(S1)C(=O)N1[C@@H](C2=C(CC1)NC=N2)C=2OC1=C(N2)C=C(C=C1)C